aluminum-boron oxide [B]=O.[Al]